C1(CCCC1)NC=1C2=C(N=CN1)OC(=C2C=2C=C(C=CC2)NC(C=C)=O)C2=CC=C(C=C2)N2CCN(CC2)C N-{3-[4-(Cyclopentylamino)-6-[4-(4-methylpiperazin-1-yl)phenyl]furo[2,3-d]pyrimidin-5-yl]phenyl}prop-2-enamide